FC1=C(C(=CC=C1)F)C1=CC(=C(N=N1)C(=O)O)NC1=CC=C(C=C1)OCC 6-(2,6-difluorophenyl)-4-((4-ethoxyphenyl)amino)pyridazine-3-carboxylic acid